3-[3-(cyclopropoxy)azetidin-1-yl]-1-[(1-fluorocyclopropyl)methyl]-6-(4-nitro-1-tetrahydropyran-2-yl-pyrazol-3-yl)pyrazolo[4,3-c]pyridine C1(CC1)OC1CN(C1)C1=NN(C2=C1C=NC(=C2)C2=NN(C=C2[N+](=O)[O-])C2OCCCC2)CC2(CC2)F